[(3S)-3-methoxypyrrolidin-1-yl]but-2-en-1-one CO[C@@H]1CN(CC1)C(C=CC)=O